OC1(CC2(CN(C2)C(=O)OC(C)(C)C)C1)C1=CC(=C(C=C1)C)OC(F)(F)F tert-Butyl 6-hydroxy-6-(4-methyl-3-(trifluoromethoxy)phenyl)-2-azaspiro[3.3]heptane-2-carboxylate